C1N(CCC2=CC=CC=C12)C[C@H](CN1CCOC2=C(C1=O)C=CC(=C2)OC2CN(C2)C(CC)=O)O 4-[(2R)-3-(3,4-dihydro-1H-isoquinolin-2-yl)-2-hydroxy-propyl]-8-(1-propionylazetidin-3-yl)oxy-2,3-dihydro-1,4-benzoxazepin-5-one